C(C)NC1=CC(=CN(C1=O)C)C=1C=CC(=C(C1)NS(=O)(=O)C)OC N-[5-[5-(ethylamino)-1-methyl-6-oxopyridin-3-yl]-2-methoxyphenyl]methanesulfonamide